FC=1C=C(C=C(C1)OC)CNCC(OC)OC N-[(3-fluoro-5-methoxy-phenyl)methyl]-2,2-dimethoxy-ethylamine